2-(benzyl-(methyl)amino)acetonitrile C(C1=CC=CC=C1)N(CC#N)C